4-methyl-4-(1-methylpyrazol-4-yl)-1,3-dihydroisoquinoline-2-carboxylic acid methyl ester COC(=O)N1CC2=CC=CC=C2C(C1)(C=1C=NN(C1)C)C